(R)-1-(1-(2-(3,4-dimethoxyphenyl)-3-ethyl-1H-indol-5-carbonyl)pyrrolidin-3-yl)propan-2-one COC=1C=C(C=CC1OC)C=1NC2=CC=C(C=C2C1CC)C(=O)N1C[C@H](CC1)CC(C)=O